N(C(=N)N)C1C=C(OC(C1)[C@H]([C@@](C)(OC(CCCCCCC)=O)O)OC)C(=O)O 4-guanidino-6-[(1R,2R)-2-hydroxy-1-methoxy-2-(octanoyloxy)propyl]-5,6-dihydro-4H-pyran-2-carboxylic acid